3-(((3-chloro-1-(5-(3-chloro-4-isopropyloxyphenyl)-1,2,4-oxadiazol-3-yl)-6-(trifluoromethyl)-1H-indol-5-yl)methyl)amino)propanoic acid ClC1=CN(C2=CC(=C(C=C12)CNCCC(=O)O)C(F)(F)F)C1=NOC(=N1)C1=CC(=C(C=C1)OC(C)C)Cl